ClC1=NC(=C(C(=N1)N[C@H](C)C1=C(C=C(C=C1)Cl)Cl)Cl)C 2,5-dichloro-N-[(1R)-1-(2,4-dichlorophenyl)ethyl]-6-methyl-pyrimidin-4-amine